CC1(OB(OC1(C)C)C(CNC(OC(C)(C)C)=O)=C)C tert-butyl N-[2-(4,4,5,5-tetramethyl-1,3,2-dioxaborolan-2-yl)prop-2-en-1-yl]carbamate